tertiary butylaminosilane C(C)(C)(C)N[SiH3]